C1(CCCCC1)C(C)[NH-].[Li+] Lithium (1-cyclohexylethyl)amide